S=C1[C@@H](CCCCC1)O |r| racemic-trans-4-sulfenyl-cycloheptan-3-ol